C12CN(CC(CC1)O2)C2=CC(=CC(=N2)C=2C=NC(=NC2)N)S(=O)(=O)C2=CC=CC=C2 5-(6-(8-oxa-3-azabicyclo[3.2.1]octan-3-yl)-4-(phenylsulfonyl)pyridin-2-yl)pyrimidin-2-amine